4-(dimethylphosphoryl)-2-(morpholin-4-yl)-8-[1-(tetrahydro-2H-pyran-2-yl)-1H-pyrazol-5-yl]-1,7-naphthyridine CP(=O)(C)C1=CC(=NC2=C(N=CC=C12)C1=CC=NN1C1OCCCC1)N1CCOCC1